ClC=1C=C(COC(=O)N[C@H](C(=O)N[C@H](C(=O)OC)CC(C(=O)N2CCOC3=C(C2)C=CC=C3)C)CC3CCCCC3)C=CC1 Methyl (2S)-2-((S)-2-((((3-chlorobenzyl) oxy) carbonyl) amino)-3-cyclohexylpropanamido)-5-(2,3-dihydrobenzo[f][1,4]oxazepin-4(5H)-yl)-4-methyl-5-oxopentanoate